1-[4-(1-Methyl-1H-pyrazolo[4,3-c]pyridin-3-yl)-phenyl]-3-pyridin-4-ylmethyl-urea CN1N=C(C=2C=NC=CC21)C2=CC=C(C=C2)NC(=O)NCC2=CC=NC=C2